C(C)(C)(C)OC(=O)NCCOCCCS(=O)(=O)[O-] 2-(2-t-Butoxycarbonylamino-ethoxy)-ethylmethanesulfonate